C1(=CC=CC=C1)[B-](C1=CC=CC=C1)(C1=CC=CC=C1)C1=CC=CC=C1.C1(=CC=CC=C1)[P+](C1=CC=CC=C1)(C1=CC=CC=C1)C1=CC=CC=C1 tetraphenylphosphonium tetraphenylborate